2-((((1r,4r)-4-aminocyclohexyl)methyl)amino)-5-(2,6-dimethylmorpholino)benzonitrile NC1CCC(CC1)CNC1=C(C#N)C=C(C=C1)N1CC(OC(C1)C)C